1-Piperidinylamine N1(CCCCC1)N